Ethyl 1-(1-ethoxy-1-oxopropan-2-yl)-3-(4-fluorophenyl)-1H-pyrazole-5-carboxylate C(C)OC(C(C)N1N=C(C=C1C(=O)OCC)C1=CC=C(C=C1)F)=O